(trans)-N,N-dibenzyl-4-(3,3-difluoropyrrolidin-1-yl)cyclohexan-1-amine C(C1=CC=CC=C1)N([C@@H]1CC[C@H](CC1)N1CC(CC1)(F)F)CC1=CC=CC=C1